C1OCC12CN(C2)CCOC=2C=C(C=1N(C2)N=CC1C#N)C=1C=NC(=CC1)N1CC2(C1)CN(C2)C(C2=C(C(=CC=C2)F)C)=O 6-(2-(2-oxa-6-azaspiro[3.3]heptan-6-yl)ethoxy)-4-(6-(6-(3-fluoro-2-methylbenzoyl)-2,6-diazaspiro[3.3]heptan-2-yl)pyridin-3-yl)pyrazolo[1,5-a]pyridine-3-carbonitrile